4-[[4-[(3S)-3-hydroxy-3-methyl-1-piperidyl]-5-(trifluoromethyl)pyrimidin-2-yl]amino]-3-methyl-N-(4-methyl-4-piperidyl)benzenesulfonamide O[C@@]1(CN(CCC1)C1=NC(=NC=C1C(F)(F)F)NC1=C(C=C(C=C1)S(=O)(=O)NC1(CCNCC1)C)C)C